FC(CNC(=O)C1=NC(=C(C=C1)O[C@@H]1[C@H](NC1)C)F)F N-(2,2-difluoroethyl)-6-fluoro-5-{[(2R,3S)-2-methylazetidin-3-yl]oxy}pyridine-2-carboxamide